O[C@]12[C@@H](C[C@H]3[C@@H]4CC[C@H]([C@@H](CCCC(C)C)C)[C@]4(CC[C@@H]3[C@]2(CC[C@@H](C1)O)C)C)NCCCNCCCCNCCCN 5α-hydroxy-6β-{3-[4-(3-aminopropylamino)butylamino]propyl-amino}cholestan-3β-ol